7-(4-tert-butylphenyl)-8-[4-[(3S)-1-(3-fluoropropyl)pyrrolidin-3-yl]oxyphenyl]-5,6-dihydronaphthalen-2-ol C(C)(C)(C)C1=CC=C(C=C1)C=1CCC=2C=CC(=CC2C1C1=CC=C(C=C1)O[C@@H]1CN(CC1)CCCF)O